N[C@@H]1C=2C(=NC=CC2)CC12CCN(CC2)C2=NC(=C(C(=N2)C(=O)N)C2=C(C(=CC=C2)Cl)Cl)C 2-((S)-5-amino-5,7-dihydrospiro[cyclopenta[B]pyridin-6,4'-piperidin]-1'-yl)-5-(2,3-dichlorophenyl)-6-methylpyrimidine-4-carboxamide